(R)-1-(2-chloropyridin-3-yl)ethyl (4-(5-(3-methoxybicyclo[1.1.1]pentane-1-carboxamido) pyridin-2-yl)-1-methyl-1H-1,2,3-triazol-5-yl)carbamate COC12CC(C1)(C2)C(=O)NC=2C=CC(=NC2)C=2N=NN(C2NC(O[C@H](C)C=2C(=NC=CC2)Cl)=O)C